C(C)OC(=O)C=1N=C(OC1C1=C(C=CC=C1)[N+](=O)[O-])C1=CC=C(C=C1)SC 2-(4-(methylthio)phenyl)-5-(2-nitrophenyl)Oxazole-4-carboxylic acid ethyl ester